1-aminobutane-sulfonic acid NC(CCC)S(=O)(=O)O